glycidoxypropyl-methyl-diisopropyloxysilane C(C1CO1)OCCC[Si](OC(C)C)(OC(C)C)C